6-Chloro-2-(6-methoxypyrimidin-4-yl)-1-((2-(trimethylsilyl)ethoxy)methyl)-1H-pyrrolo[3,2-c]pyridine ClC1=CC2=C(C=N1)C=C(N2COCC[Si](C)(C)C)C2=NC=NC(=C2)OC